tert-butyl 4-[6-benzyloxy-8-fluoro-7-(1,1,4-trioxo-1,2,5-thiadiazolidin-2-yl)-2-naphthyl]-3,6-dihydro-2H-pyridine-1-carboxylate C(C1=CC=CC=C1)OC=1C=C2C=CC(=CC2=C(C1N1S(NC(C1)=O)(=O)=O)F)C=1CCN(CC1)C(=O)OC(C)(C)C